2-acetyl-4-(4-((benzyloxy)carbonyl)piperazin-1-yl)benzoic acid C(C)(=O)C1=C(C(=O)O)C=CC(=C1)N1CCN(CC1)C(=O)OCC1=CC=CC=C1